6,7-difluoro-1-methyl-5-(5-((1-(trifluoromethyl)cyclopropyl)ethynyl)-3,4-dihydro-1,6-naphthyridin-1(2H)-yl)-[1,2,4]triazolo[4,3-a]quinazoline FC1=C2C(=NC=3N(C2=CC=C1F)C(=NN3)C)N3CCCC1=C(N=CC=C31)C#CC3(CC3)C(F)(F)F